C1(CC1)S(=O)(=O)NC=1SC=C(N1)CC(=O)OC Methyl 2-(2-(cyclopropanesulfonamido)thiazol-4-yl)acetate